CP(=O)(C)C=1C=C(C(=NC1)N)OC 5-(dimethylphosphoryl)-3-methoxypyridin-2-amine